ClC1=C(C=CC=C1)S(=O)(=O)NC1=CC(=C(OC2=NC=CC=C2C2=NC(=NC=C2)N[C@@H]2CN(CCC2)C(=O)OC(C)(C)C)C(=C1)C)C (S)-tert-Butyl 3-((4-(2-(4-(2-chlorophenylsulfonamido)-2,6-dimethylphenoxy)pyridin-3-yl)pyrimidin-2-yl)amino)piperidine-1-carboxylate